FC1=C(OC2=NC=CC=C2C(=O)N)C=CC(=C1)CC(=O)NC=1SC(=CN1)C 2-(2-fluoro-4-(2-((5-methylthiazol-2-yl)amino)-2-oxoethyl)phenoxy)pyridine-3-carboxamide